COC=1C(=C(C=CC1F)C1=C2NC(=C1)C=C1C=CC(=N1)C=C1C=CC(N1)=CC=1C=CC(N1)=C2)F (3-methoxy-2,4-difluorophenyl)-porphine